C1(=CC=CC=C1)CC(=O)OCCCC butyl 2-phenylacetate